CN1C(NC(C=C1C(F)(F)F)=O)=O 3-methyl-2,6-dioxo-4-(trifluoromethyl)pyrimidin